CC1=NC(=CC=C1O[C@@H]1C[C@H](CCC1)C(=O)O)C=1N=NN(C1NC(=O)O[C@H](C)C1=CC=CC=C1)C (1S,3S)-3-((2-methyl-6-(1-methyl-5-((((R)-1-phenylethoxy)carbonyl)amino)-1H-1,2,3-triazol-4-yl)pyridin-3-yl)oxy)cyclohexane-1-carboxylic acid